N[C@@H](CC(=O)O)C(=O)O (L)-aspartic acid